8-(4,4-difluoropiperidine-1-carbonyl)-4-[(2R)-3-(3,4-dihydro-1H-isoquinolin-2-yl)-2-hydroxy-propyl]-2,3-dihydro-1,4-benzoxazepin-5-one FC1(CCN(CC1)C(=O)C1=CC2=C(C(N(CCO2)C[C@@H](CN2CC3=CC=CC=C3CC2)O)=O)C=C1)F